FC1=C(CNC(=O)C2=C(N=C(S2)C2=CC=C3C(=NNC3=C2)C(NC)=O)C)C=C(C=C1)OC(F)(F)F N-(2-fluoro-5-(trifluoromethoxy)benzyl)-4-methyl-2-(3-(methylcarbamoyl)-1H-indazol-6-yl)thiazole-5-carboxamide